tert-butyl 2-(2-(2-hydroxyethyl)ethoxy)acetate OCCCCOCC(=O)OC(C)(C)C